2,4-difluoro-5-[2-fluoro-5-[[4-fluoro-2-(trifluoromethyl)benzoyl]amino]-4-[rac-(3R)-3,4-dimethylpiperazin-1-yl]phenyl]-N-(2,4,4-trimethylpentan-2-yl)benzamide FC1=C(C(=O)NC(C)(CC(C)(C)C)C)C=C(C(=C1)F)C1=C(C=C(C(=C1)NC(C1=C(C=C(C=C1)F)C(F)(F)F)=O)N1C[C@H](N(CC1)C)C)F |r|